(2R,3R,4R,5S)-3,4,5-tris(benzyloxy)-1-(((1R,4R)-4-methoxycyclohexyl)methyl)-2-methylpiperidine C(C1=CC=CC=C1)O[C@@H]1[C@H](N(C[C@@H]([C@H]1OCC1=CC=CC=C1)OCC1=CC=CC=C1)CC1CCC(CC1)OC)C